ClC=1C(=NC(=NC1)NC1=C(C=C(C=C1)N1C(OCC1)=O)F)C1=C2OC[C@@H](N3C(=NC(C(=C1)F)=C32)C(C)(C)O)C (S)-3-(4-((5-chloro-4-(8-fluoro-2-(2-hydroxypropan-2-yl)-3-methyl-3,4-dihydro-5-oxa-1,2a-diazaacenaphthylene-6-yl)pyrimidin-2-yl)amino)3-fluorophenyl)oxazolidin-2-one